4-[4-[bis(4-fluorophenyl)methyl]-1-piperazinyl]-3-[[[(2-fluorophenyl)amino]carbonyl]amino]-benzamide FC1=CC=C(C=C1)C(N1CCN(CC1)C1=C(C=C(C(=O)N)C=C1)NC(=O)NC1=C(C=CC=C1)F)C1=CC=C(C=C1)F